ethyl 2-((1R,3S)-1-formyl-3-(N-(4-methoxybenzyl)methylsulfonamido)cyclopentyl)oxazole-4-carboxylate C(=O)[C@]1(C[C@H](CC1)N(S(=O)(=O)C)CC1=CC=C(C=C1)OC)C=1OC=C(N1)C(=O)OCC